N-(1H-benzo[d]imidazol-2-yl)-4-(4-methylpiperazin-1-yl)quinazolin-2-amine N1C(=NC2=C1C=CC=C2)NC2=NC1=CC=CC=C1C(=N2)N2CCN(CC2)C